6-tert-butoxycarbonyl-6-azabicyclo[3.1.1]heptane-1-carboxylic acid C(C)(C)(C)OC(=O)N1C2CCCC1(C2)C(=O)O